6-((5-fluoropyridin-3-yl)methyl)-N-(5-(trifluoromethyl)pyridin-3-yl)-4,5,6,7-tetrahydrothieno[2,3-c]pyridine-3-carboxamide FC=1C=C(C=NC1)CN1CC2=C(CC1)C(=CS2)C(=O)NC=2C=NC=C(C2)C(F)(F)F